4,13-dibromo-14-hydroxy-16,16-dioxo-19-(trifluoromethyl)-9-oxa-16λ6-thia-17-azatetracyclo[16.3.1.111,15.02,7]tricosa-1(21),2(7),3,5,11,13,15(23),18(22),19-nonaen-10-one BrC1=CC=2C3=CC=C(C(NS(C=4C(=C(C=C(C(OCC2C=C1)=O)C4)Br)O)(=O)=O)=C3)C(F)(F)F